(Z)-ethyl 2-chloro-2-(2-(2-(trifluoromethyl)pyridin-3-yl)hydrazono)acetate Cl\C(\C(=O)OCC)=N/NC=1C(=NC=CC1)C(F)(F)F